manganese iron sodium lithium phosphate P(=O)([O-])([O-])[O-].[Li+].[Na+].[Fe+2].[Mn+2].P(=O)([O-])([O-])[O-]